C(C1=CC=CC=C1)OC(=O)N1C[C@H](NC(C1)=O)CN1C(C2=CC=CC=C2C1=O)=O (3R)-3-[(1,3-dioxoisoindolin-2-yl)methyl]-5-oxo-piperazine-1-carboxylic acid benzyl ester